N1(C=NC=C1)C=1N=C(C2=C(N1)C=CN2)C(=O)NC2CCC(CC2)NCC(F)(F)F 2-(1H-imidazol-1-yl)-N-((1r,4r)-4-((2,2,2-trifluoroethyl)amino)cyclohexyl)-5H-pyrrolo[3,2-d]pyrimidine-4-carboxamide